Propionamidohexanoic acid C(CC)(=O)NC(C(=O)O)CCCC